1-{4-cyano-6-[(2,6-dimethylphenyl)amino]pyrimidin-2-yl}-5-amino-1H-pyrazole-4-carboxylic acid C(#N)C1=NC(=NC(=C1)NC1=C(C=CC=C1C)C)N1N=CC(=C1N)C(=O)O